1-benzyl-3-((2,2'-dimethyl-[1,1'-biphenyl]-3-yl)methyl)-5-methoxy-1H-indole C(C1=CC=CC=C1)N1C=C(C2=CC(=CC=C12)OC)CC=1C(=C(C=CC1)C1=C(C=CC=C1)C)C